tungsten-nickel sulfide [Ni]=S.[W]